6-cyclopropyl-4-[2-(4-methyl-1,2,4-triazol-3-yl)-phenyl]-pyridine-2-carboxylic acid C1(CC1)C1=CC(=CC(=N1)C(=O)O)C1=C(C=CC=C1)C1=NN=CN1C